trans-4-aminocyclohexane-1-carboxamide hydrochloride Cl.N[C@@H]1CC[C@H](CC1)C(=O)N